C(CCCCCCC\C=C/CCCCCCCC)(=O)[O-].[Ca+2].C(CCCCCCC\C=C/CCCCCCCC)(=O)[O-] Calcium oleat